C(C1=CC=CC=C1)OC1C(CN(CC1)C(=O)OCC1=CC=CC=C1)(C)NC(=O)OCC1=CC=CC=C1 benzyl 4-(benzyloxy)-3-(((benzyloxy) carbonyl) amino)-3-methylpiperidine-1-carboxylate